Tert-butyl 2-(1-(7-(1-(2,6-dioxopiperidin-3-yl)-3-methyl-2-oxo-2,3-dihydro-1H-benzo[d]imidazol-4-yl)hept-6-yn-1-yl)-1H-pyrazol-4-yl)acetate O=C1NC(CCC1N1C(N(C2=C1C=CC=C2C#CCCCCCN2N=CC(=C2)CC(=O)OC(C)(C)C)C)=O)=O